(2R)-2-(6-{5-chloro-2-[(2-methylpyrimidin-4-yl)amino]pyrimidin-4-yl}-1-oxo-2,3-dihydro-1H-isoindol-2-yl)-N-[(1S)-1-[2-(dimethylamino)pyridin-4-yl]-2-hydroxyethyl]propanamide ClC=1C(=NC(=NC1)NC1=NC(=NC=C1)C)C1=CC=C2CN(C(C2=C1)=O)[C@@H](C(=O)N[C@H](CO)C1=CC(=NC=C1)N(C)C)C